tert-butyl 4-(6-(6-(2,2-difluorocyclopropyl)-5-fluoropyridinecarboxamido)-8-fluoro-7-(2-hydroxypropane-2-yl)imidazo(1,2-a)pyridin-2-yl)piperidine-1-carboxylate FC1(C(C1)C1=C(C=CC(=N1)C(=O)NC=1C(=C(C=2N(C1)C=C(N2)C2CCN(CC2)C(=O)OC(C)(C)C)F)C(C)(C)O)F)F